triazole copper acetate C(C)(=O)[O-].[Cu+2].N1N=NC=C1.C(C)(=O)[O-]